p-tolylmethyl 4-[(E)-[ethyl(methyl)amino]methylene-amino]-2,5-dimethyl-benzoate C(C)N(C)\C=N\C1=CC(=C(C(=O)OCC2=CC=C(C=C2)C)C=C1C)C